N,N-diethyl-3-aminosulfonyl-5-butylamino-4-phenoxybenzamide C(C)N(C(C1=CC(=C(C(=C1)NCCCC)OC1=CC=CC=C1)S(=O)(=O)N)=O)CC